Triethyl-4-oxo-1-phenyl-1,4-dihydropyridine-2,3,5-tricarboxylate C(C)OC(=O)C=1N(C=C(C(C1C(=O)OCC)=O)C(=O)OCC)C1=CC=CC=C1